BrC1=CC=C(C=C1)S(=O)(=O)N1C[C@@H](CCC1)C(=O)OCC Ethyl (R)-1-((4-bromophenyl)sulfonyl)piperidine-3-carboxylate